C1=C(C=C(OC1=O)CCCCCCCCCCCCCCCO)O The molecule is a 6-alkyl-4-hydroxy-2H-pyran-2-one that is 4-hydroxy-2H-pyran-2-one in which the hydrogen at position 6 is replaced by a 15-hydroxypentadecyl group. It is a primary alcohol and a 6-alkyl-4-hydroxy-2H-pyran-2-one.